(R)-N-(7-phenethyl-7-azaspiro[3.5]nonan-1-yl)benzamide C(CC1=CC=CC=C1)N1CCC2(CC[C@H]2NC(C2=CC=CC=C2)=O)CC1